C1(CCCC1)OC=1C=C(C=C(C1F)F)[C@H]1[C@@H](C1)C=1C=NC(=NC1)C1=NC=CC=N1 trans-5-(2-(3-(Cyclopentyloxy)-4,5-difluorophenyl)cyclopropyl)-2,2'-bipyrimidine